1-(2-(4-(4-Methoxy-2-methylphenyl)-1H-imidazol-2-yl)piperidin-1-yl)-2-(methylsulfanyl)propan-1-one COC1=CC(=C(C=C1)C=1N=C(NC1)C1N(CCCC1)C(C(C)SC)=O)C